4'-(4-(4-(dimethoxymethyl)piperidin-1-yl)phenyl)-1'-methylspiro[cyclohexane-1,3'-isochroman]-7'-ol COC(C1CCN(CC1)C1=CC=C(C=C1)C1C2(OC(C3=CC(=CC=C13)O)C)CCCCC2)OC